2,6-dichloro-3-methyl-4-aminopyridine ClC1=NC(=CC(=C1C)N)Cl